N-(5-((4-ethylpiperazin-1-yl)methyl)pyridin-2-yl)-4-(7-fluoro-3-isopropyl-2-methyl-2H-indazol-5-yl)pyrimidin-2-amine C(C)N1CCN(CC1)CC=1C=CC(=NC1)NC1=NC=CC(=N1)C1=CC2=C(N(N=C2C(=C1)F)C)C(C)C